phosphocaprolactone P(=O)(=O)C1C(=O)OCCCC1